nonyl-Sodium C(CCCCCCCC)[Na]